C(C(=C)C)(=O)OC1=CC=C(C=C1)O[Si](C)(C)C 4-trimethylsilyloxy-phenyl methacrylate